N-(4-Aminophenyl)sulfonyl-6-tert-butyl-2-(4-methoxy-1-piperidyl)pyridin-3-carboxamid NC1=CC=C(C=C1)S(=O)(=O)NC(=O)C=1C(=NC(=CC1)C(C)(C)C)N1CCC(CC1)OC